2-chloro-6,8-dihydro-5H-pyrido[2,3-d]pyrimidin-7-one ClC=1N=CC2=C(N1)NC(CC2)=O